4-m-methylbenzylidene-2,6-di-t-butylcyclohexa-2,5-dien-1-one CC=1C=C(C=C2C=C(C(C(=C2)C(C)(C)C)=O)C(C)(C)C)C=CC1